C(=O)C1=C(N=C(N1CC1=CC=C(C=C1)C1=C(SC(=C1)CC(C)C)NS(=O)(=O)C(=O)OC)C1=CC=CC=C1)OC 5-formyl-4-methoxy-2-phenyl-1-[[4-[2-(methoxycarbonylsulphonamido)-5-isobutyl-3-thienyl]phenyl]methyl]imidazole